3-(dimethylamino)Butanoic Acid CN(C(CC(=O)O)C)C